2-(6-bromo-8-chloroimidazo[1,5-a]pyridin-3-yl)-5-(difluoromethyl)-1,3,4-thiadiazole BrC=1C=C(C=2N(C1)C(=NC2)C=2SC(=NN2)C(F)F)Cl